1-(3-(4-Cyanophenyl)-1,2,4-oxadiazol-5-yl)-N-((1-(((S)-1-methylpiperidin-3-yl)methyl)pyrrolidin-3-yl)methyl)piperidin-4-carboxamid C(#N)C1=CC=C(C=C1)C1=NOC(=N1)N1CCC(CC1)C(=O)NCC1CN(CC1)C[C@@H]1CN(CCC1)C